ClC1=CC(=C(COC2=NC=CC=C2C2=CC(=C(CC3=NC4=C(N3C[C@H]3OCC3)C=C(C=C4)C(=O)O)C=C2F)F)C=C1)F (S)-2-(4-(2-((4-chloro-2-fluorobenzyl)oxy)pyridin-3-yl)-2,5-difluorobenzyl)-1-(oxetan-2-ylmethyl)-1H-benzo[d]imidazole-6-carboxylic acid